O=C1N(CC2=CC(=CC=C12)C1CNCC1)C1C(NC(CC1)=O)=O 3-(1-oxo-5-pyrrolidin-3-yl-isoindolin-2-yl)piperidine-2,6-dione